OC1=C(C=CC=C1C(C)(C)C1=CC=CC=C1)N1N=C2C(=N1)C=CC=C2 2-(2-hydroxy-3-alpha-cumylphenyl)-2H-benzotriazole